3-((4-((4-(3-((2-((1S)-1-((tetrahydro-2H-pyran-2-yl)oxy)ethyl)-1H-imidazole-1-yl)methyl)isoxazol-5-yl)phenyl)ethynyl)benzyl)amino)propanoic acid O1C(CCCC1)O[C@@H](C)C=1N(C=CN1)CC1=NOC(=C1)C1=CC=C(C=C1)C#CC1=CC=C(CNCCC(=O)O)C=C1